FC1(CCC2=C1N=C(N=C2N2C[C@H]1C([C@@H](C2)C1)CC(=O)O)N1[C@H](CC1)C)F 2-((1r,5s,6s)-3-(7,7-difluoro-2-((S)-2-methylazetidin-1-yl)-6,7-dihydro-5H-cyclopenta[d]pyrimidin-4-yl)-3-azabicyclo[3.1.1]heptan-6-yl)acetic acid